CN(C1CC(C1)C=1SC2=C(N1)C=C(C=C2)[C@@H]2N(C[C@H](CC2)C)C(C(=O)NC=2C=NC(=C(C(=O)N)C2)OC)=O)C 5-(2-((2R,5S)-2-(2-((1s,3S)-3-(dimethylamino)cyclobutyl)benzo[d]thiazol-5-yl)-5-methylpiperidin-1-yl)-2-oxoacetamido)-2-methoxynicotinamide